O[C@@H](CN(C(CC1=CC(=NC=C1)C(F)(F)F)=O)CCC)C=1C=NC=CC1 N-[(2R)-2-hydroxy-2-(3-pyridyl)ethyl]-N-propyl-2-[2-(trifluoromethyl)-4-pyridyl]acetamide